FC1=C(CC2(C=C(N=CN2)N)N)C(=CC=C1OC)N1N=NN=C1 6-(2-fluoro-3-methoxy-6-(1H-tetrazol-1-yl)benzyl)pyrimidine-4,6-diamine